C(#N)C=1C(=NC(=C(C1OCC)C#N)N1CCN(CCC1)C)SCC1=CC=C(CNC(C)=O)C=C1 N-(4-(((3,5-dicyano-4-ethoxy-6-(4-methyl-1,4-diazepan-1-yl)pyridin-2-yl)thio)methyl)benzyl)acetamide